2-(3-([1,1'-biphenyl]-3-yl)-5-hydroxy-4-(4-sulfamoylbenzyl)-1H-pyrazol-1-yl)thiazole-4-carboxylic acid C1(=CC(=CC=C1)C1=NN(C(=C1CC1=CC=C(C=C1)S(N)(=O)=O)O)C=1SC=C(N1)C(=O)O)C1=CC=CC=C1